FC1=C(C(=C(C=C1OC)OC)F)[C@H]1CCC=2C(=NNC2C1)C1=C(C=NN1C)NC(/C=C/C(=O)OC(C)C)=O Isopropyl (S,E)-4-((5-(6-(2,6-difluoro-3,5-dimethoxyphenyl)-4,5,6,7-tetrahydro-1H-indazol-3-yl)-1-methyl-1H-pyrazol-4-yl)amino)-4-oxobut-2-enoate